O[C@H](CN1C[C@@H]2[C@](C1)(C[C@H](C2)OC2=CC=CC=C2)O)C=2C=C1CC(NC1=CC2)=O 5-((S)-1-hydroxy-2-((3as,5S,6ar)-3a-hydroxy-5-phenoxyhexahydrocyclopenta[c]pyrrol-2(1H)-yl)ethyl)indolin-2-one